C(C)NC(=O)C1=CC2=C(C(N(C=C2C(=C)C2=CC=CC=C2)C)=O)N1COCC[Si](C)(C)C N-ethyl-6-methyl-7-oxo-4-(1-phenylvinyl)-1-((2-(trimethylsilyl)ethoxy)methyl)-6,7-dihydro-1H-pyrrolo[2,3-c]pyridin-2-carboxamide